FC1=CC=C(C=C1)CC(=O)NC1=CC=C(C=C1)COC(=O)N[C@@H](C(=O)OCC#N)COC1=CC=CC=C1 cyanomethyl (2R)-2-[[4-[[2-(4-fluorophenyl)acetyl]amino]phenyl]methoxycarbonylamino]-3-phenoxypropanoate